(S)-4-amino-9-ethyl-9-hydroxy-2,3,12,15-tetrahydro-1H,7H,13H-pyrano[3',4':6,7]indolizino[2,1-b]pyridino[3,2,1-ij]quinoline-7,10,13(9H)-trione NC1=CC=C2C(C3=C(N4C2=C1CCC4)CN4C(C1=C(C=C43)[C@@](C(OC1)=O)(O)CC)=O)=O